OCC1(C(NCC1)=O)NC(OCC1=CC=CC=C1)=O benzyl (3-(hydroxymethyl)-2-oxopyrrolidin-3-yl)carbamate